Imidazolecarboxylate N1C(=NC=C1)C(=O)[O-]